C(C)(C)(C)OC(=O)N[C@@H](C(=O)O)CC=1C=C2C=NNC2=C(C1)C (R)-2-((tert-butoxycarbonyl)amino)-3-(7-methyl-1H-indazol-5-yl)propanoic acid